ClC1=CC(=C(C=C1)N[C@@H]1[C@@H](CNCC1)C)OC (3R,4S)-N-(4-chloro-2-methoxyphenyl)-3-methyl-piperidin-4-amine